2-(hydroxyimino)-1-(6-(2-(hydroxyimino)propionyl)-9-(4-(methylthio)phenyl)-carbazol-3-yl)pentan-1-one ON=C(C(=O)C=1C=CC=2N(C3=CC=C(C=C3C2C1)C(C(C)=NO)=O)C1=CC=C(C=C1)SC)CCC